CCCCCCCCCCCCC1SSC=C1 12-dodecyl-dithiol